4-(5-{[(4-fluorophenyl)methyl]amino}-1-(3-hydroxy-2,2-dimethylpropanoyl)-1H-pyrazol-3-yl)-1-[(3-hydroxypyrrolidin-1-yl)sulfonyl]-5-methylpiperidin-3-one FC1=CC=C(C=C1)CNC1=CC(=NN1C(C(CO)(C)C)=O)C1C(CN(CC1C)S(=O)(=O)N1CC(CC1)O)=O